3-[5-(2-azidoethyl)-1-oxo-isoindolin-2-yl]piperidine-2,6-dione N(=[N+]=[N-])CCC=1C=C2CN(C(C2=CC1)=O)C1C(NC(CC1)=O)=O